C1CCCC12OCCC(C2)O 6-oxaspiro[4.5]decan-9-ol